NC=1C(=C(C(=CC1N)[N+]#[C-])C1=C(C=NN1C)C1=CC=C2C(NN=C(C2=C1)CNC(OC(C)(C)C)=O)=O)Cl tert-butyl N-[[7-[5-(3,4-diamino-2-chloro-6-isocyano-phenyl)-1-methyl-pyrazol-4-yl]-4-oxo-3H-phthalazin-1-yl]methyl]carbamate